OC[C@H]1[C@H](CC1)NC(OCC1=CC=CC=C1)=O benzyl ((1S,2R)-2-(hydroxymethyl)cyclobutyl)carbamate